ClC1=NC(=CC(=C1)N1CC(C1)CC(=O)OCC)C(F)(F)F Ethyl 2-(1-(2-chloro-6-(trifluoromethyl)pyridin-4-yl)azetidin-3-yl)acetate